C\C(\C(=N/NC(NCC)=S)\C1CN(CCO1)C(=O)OC(C)(C)C)=N/NC(NCC)=S tert-butyl 2-((6E,8E)-8-methyl-4,11-dithioxo-3,5,6,9,10,12-hexaazatetradeca-6,8-dien-7-yl)morpholine-4-carboxylate